C(=O)NC=1C(=C(C2=CC=CC=C2C1)OC)OC formamidodimethoxynaphthalene